3-(6-methoxypyridin-2-yl)aniline COC1=CC=CC(=N1)C=1C=C(N)C=CC1